2-[bis[(2,6-difluoro-3-hydroxy-phenyl)methyl]-amino]ethanehydroxamic acid FC1=C(C(=CC=C1O)F)CN(CC(=O)NO)CC1=C(C(=CC=C1F)O)F